BrC=1C=C(C(=NC1)N1CC(C1)F)F 5-bromo-3-fluoro-2-(3-fluoroazetidin-1-yl)pyridine